N-(6-(7,8-dimethyl-[1,2,4]triazolo[4,3-b]pyridazin-6-yl)-5,6,7,8-tetrahydro-1,6-naphthyridin-3-yl)acetamide CC1=C(C=2N(N=C1N1CC=3C=C(C=NC3CC1)NC(C)=O)C=NN2)C